(3-Chloro-4-cyanophenyl)-1-(2-methoxypyrimidin-5-yl)-1-((5-(trifluoromethyl)-1H-pyrazol-3-yl)methyl)urea ClC=1C=C(C=CC1C#N)NC(N(CC1=NNC(=C1)C(F)(F)F)C=1C=NC(=NC1)OC)=O